methyl-(octyl)amine CNCCCCCCCC